CN1C=NC2=C1C=CC=C2 methyl-1H-benzimidazole